N-(3-3-thienylnaphthyl)-2-(phenyl)-indole S1C=C(C=C1)C=1C=C(C2=CC=CC=C2C1)N1C(=CC2=CC=CC=C12)C1=CC=CC=C1